Cl\C=C\C(F)(F)F (E)-1-chloro-3,3,3-trifluoropropene